3-(6-acetamido-3-pyridyl)-N-(4-chlorophenyl)-N-methyl-imidazo[1,2-a]pyridine-6-carboxamide C(C)(=O)NC1=CC=C(C=N1)C1=CN=C2N1C=C(C=C2)C(=O)N(C)C2=CC=C(C=C2)Cl